N1=NC(=CC2=C1C1=C(CCC2)N=CC=C1)N1N=C(N=C1N)NC=1C=CC2=C(CC[C@H](CC2)NC2CCC2)C1 1-(6,7-dihydro-5H-pyrido[2',3':6,7]cyclohepta[1,2-c]pyridazin-3-yl)-N3-((7S)-7-(cyclobutylamino)-6,7,8,9-tetrahydro-5H-benzo[7]annulene-2-yl)-1H-1,2,4-triazole-3,5-diamine